t-Butyldiphenyl-((3-(trifluoromethyl)tetrahydrofuran-3-yl)methoxy)silane C(C)(C)(C)[Si](OCC1(COCC1)C(F)(F)F)(C1=CC=CC=C1)C1=CC=CC=C1